(S)-4'-(8-(Hydroxymethyl)-1,4-dioxo-7-azaspiro[4.4]nonane-7-carbonyl)-2-methyl-[1,1'-biphenyl]-3-carbonitrile OC[C@H]1N(CC2(C(CCC2=O)=O)C1)C(=O)C1=CC=C(C=C1)C1=C(C(=CC=C1)C#N)C